NCCCCCCCCCCCCC 13-aminotridecane